FC1=NC=CC(=C1)C1=C2CNC(C2=CC=C1)=O 4-(2-fluoropyridin-4-yl)isoindolin-1-one